ClC1=CNC2=NC=CC(=C21)OC2=C(C=C(C=C2F)NC=2OCC(CN2)(C)C)F N-{4-[(3-chloro-1H-pyrrolo[2,3-b]pyridin-4-yl)oxy]-3,5-difluorophenyl}-5,5-dimethyl-5,6-dihydro-4H-1,3-oxazin-2-amine